Stearyl Ketone C(CCCCCCCCCCCCCCCCC)C(=O)CCCCCCCCCCCCCCCCCC